ClC=1C=C2C3=C(NC2=C(C1)C1=CC=C(C=C1)OCC1(COC1)C)C(=NC=C3)C 6-Chloro-1-methyl-8-[4-(3-methyl-oxetan-3-ylmethoxy)-phenyl]-9H-pyrido[3,4-b]indole